2-amino-N-(1-(6-((2-amino-2-oxo-1-phenylethyl)thio)-3,5-dicyano-4-cyclopropylpyridin-2-yl)piperidin-4-yl)acetamide NCC(=O)NC1CCN(CC1)C1=NC(=C(C(=C1C#N)C1CC1)C#N)SC(C(=O)N)C1=CC=CC=C1